O1CCC(CC1)CN1C=CC=2C=NC(=CC21)C2=NC=CC(=C2)C2=NOC(=N2)C(F)(F)F 3-(2-(1-((tetrahydro-2H-pyran-4-yl)methyl)-1H-pyrrolo[3,2-c]pyridin-6-yl)pyridin-4-yl)-5-(trifluoromethyl)-1,2,4-oxadiazole